ClC1=CC=C(C=C1)C=1C(=NN(N1)C)C=O 5-(4-chlorophenyl)-2-methyl-2H-1,2,3-triazole-4-carbaldehyde